NC1=C(C=C(C=N1)C1=C2C(=NC=C1)C(NC2)=O)C2=CC=C(C=C2)N2C(CCC2)=O 4-(6-amino-5-(4-(2-oxopyrrolidin-1-yl)phenyl)pyridin-3-yl)-5,6-dihydro-7H-pyrrolo[3,4-b]pyridin-7-one